1-methyl-N-((S)-5-methyl-4-oxo-2,3,4,5-tetrahydrobenzo[b][1,4]oxazepin-3-yl)-1-(2,2,2-trifluoroethyl)-1,3-dihydrofuro[3,4-c]pyridine-6-carboxamide CC1(OCC=2C=NC(=CC21)C(=O)N[C@@H]2C(N(C1=C(OC2)C=CC=C1)C)=O)CC(F)(F)F